cobalt tetraoxide [Co](=O)(=O)(=O)=O